6-([1,1'-Biphenyl]-4-yl)dipyrido[1,2-a:2',1'-c]pyrazine-5,8-diium dibromide [Br-].[Br-].C1(=CC=C(C=C1)C1=C[N+]2=C(C3=[N+]1C=CC=C3)C=CC=C2)C2=CC=CC=C2